ClC=1C(=NC=C(N1)C1=CC=C(C=C1)F)C(=O)NCC1=C(C=CC=C1F)F chloro-N-(2,6-difluorobenzyl)-5-(4-fluorophenyl)pyrazine-2-carboxamide